O=C1NCC2=CC(=CC=C12)C=O 1-oxo-3H-isoindole-5-carbaldehyde